((R)-3-aminopiperidin-1-yl)(2-(1-(cyclopropylmethyl)-7-(1-((1r,4r)-4-hydroxycyclohexane-1-carbonyl)piperidin-4-yl)-1H-indol-2-yl)-4-fluoro-3-methylpyrazolo[1,5-a]pyridin-6-yl)methanone N[C@H]1CN(CCC1)C(=O)C=1C=C(C=2N(C1)N=C(C2C)C=2N(C1=C(C=CC=C1C2)C2CCN(CC2)C(=O)C2CCC(CC2)O)CC2CC2)F